FC1=C(NC=2C(=NC(=C(N2)NC)C=2C3=C(C=NC2)N(C=N3)C)C(=O)OC)C=CC(=C1)CN1[C@@H]3CO[C@H](C1)C3 Methyl 3-[2-fluoro-4-[[(1S,4S)-2-oxa-5-azabicyclo[2.2.1]heptan-5-yl]methyl]anilino]-5-(methylamino)-6-(3-methylimidazo[4,5-c]pyridin-7-yl)pyrazine-2-carboxylate